O(C1=CC=CC=C1)CC=O 2-phenoxyethan-1-one